spiro[3.6]decane C1CCC12CCCCCC2